NCC(O)C1=CCC(C=C1)=O 2-amino-1-(4-oxo-phenyl)ethan-1-ol